6-(cyclopropanecarboxamido)-N-methyl-4-((6-(2-oxo-4-phenylazetidin-1-yl)-[1,2,4]triazolo[1,5-a]pyridin-2-yl)amino)pyridazine-3-carboxamide C1(CC1)C(=O)NC1=CC(=C(N=N1)C(=O)NC)NC1=NN2C(C=CC(=C2)N2C(CC2C2=CC=CC=C2)=O)=N1